C(=O)O.ClC1=C(C=CC(=C1)NC=1C=2N(C=CN1)C(=CN2)C=2C(=NNC2)C(F)(F)F)C(=O)N2CCN(CC2)C(=O)[C@H]2[C@@H](CNCC2)O [2-chloro-4-[[3-[3-(trifluoromethyl)-1H-pyrazol-4-yl]imidazo[1,2-a]pyrazin-8-yl]amino]phenyl]-[4-[(3S,4R)-3-hydroxypiperidine-4-carbonyl]piperazin-1-yl]methanone formate